1-(2-((4-(2,5-dimethyloxazol-4-yl)-2-ethoxyphenyl)amino)-6-methylpyrido[3,4-d]pyrimidin-8-yl)-3-methylazetidine-3-carbonitrile CC=1OC(=C(N1)C1=CC(=C(C=C1)NC=1N=CC2=C(N1)C(=NC(=C2)C)N2CC(C2)(C#N)C)OCC)C